C(CCCCCCCCCCCCCCC)OC(C1=CC(=C(C(=C1)C(C)(C)C)O)C(C)(C)C)=O n-Hexadecyl-3,5-di-t-butyl-4-hydroxybenzoate